6-bromo-4,7,8-trifluoro-2-(((1R,3S)-3-((1-(4-methoxybenzyl)-6-oxo-5-(trifluoromethyl)-1,6-dihydropyridazin-4-yl)oxy)cyclohexyl)methyl)isoquinolin-1(2H)-one BrC=1C=C2C(=CN(C(C2=C(C1F)F)=O)C[C@H]1C[C@H](CCC1)OC=1C=NN(C(C1C(F)(F)F)=O)CC1=CC=C(C=C1)OC)F